(S)-5-bromo-3-(2-(2-ethoxy-2-oxoethyl)phenoxy)-2,3-dihydrospiro[indene-1,4'-piperidine] BrC=1C=C2[C@H](CC3(CCNCC3)C2=CC1)OC1=C(C=CC=C1)CC(=O)OCC